FC1=CC=C2C=C(N=CC2=C1C=1N=C(N2C1CN(CC2)C(=O)NC)C2CCOCC2)C2=NN(C=C2)C 1-(7-fluoro-3-(1-methyl-1H-pyrazol-3-yl)isoquinolin-8-yl)-N-methyl-3-(tetrahydro-2H-pyran-4-yl)-5,6-dihydroimidazo[1,5-a]pyrazine-7(8H)-carboxamide